4-chlorobenzyl (4-((2-oxo-5-(pyridin-3-yl)pyrrolidin-1-yl)methyl)phenyl)carbamate O=C1N(C(CC1)C=1C=NC=CC1)CC1=CC=C(C=C1)NC(OCC1=CC=C(C=C1)Cl)=O